ClC=1C(=NN2C1N=C(C=C2)Cl)C2=CC(=CC=C2)F 3,5-dichloro-2-(3-fluorophenyl)pyrazolo[1,5-a]pyrimidine